ClC=1C(=NC(=NC1)N(C1=C(C=CC=C1)S(=O)(=O)C(C)C)C1=C(C=C(C(=C1)C)C1CCNCC1)OC(C)C)N 5-chloro-N-(2-isopropoxy-5-methyl-4-(piperidin-4-yl)phenyl)-N-(2-(isopropylsulfonyl)phenyl)-pyrimidine-2,4-diamine